ClC=1C(=C(C(=O)N2CC3=CC=CC(=C3C2)N(C(\C=C\CN(C)C)=O)CC)C(=CC1O)O)C (E)-N-(2-(3-Chloro-4,6-dihydroxy-2-methylbenzoyl)isoindolin-4-yl)-4-(dimethylamino)-N-ethylbut-2-enamide